NC1=NC(=C(C=2N1C(N(N2)CCC(F)(F)F)=O)N2C[C@H](O[C@H](C2)C)C)C2=CC=C(C=C2)F 5-amino-8-[(cis)-2,6-dimethylmorpholin-4-yl]-7-(4-fluorophenyl)-2-(3,3,3-trifluoropropyl)-[1,2,4]triazolo[4,3-c]pyrimidin-3-one